N-((1r,4r)-4-((3-(3-(1H-imidazol-1-yl)phenyl)-2-oxo-2,3-dihydro-1H-benzo[d]imidazol-1-yl)methyl)cyclohexyl)-5-chloro-2-methylnicotinamide N1(C=NC=C1)C=1C=C(C=CC1)N1C(N(C2=C1C=CC=C2)CC2CCC(CC2)NC(C2=C(N=CC(=C2)Cl)C)=O)=O